1,8-diazabicyclo[5.4.0]undec-7-enium [NH+]12CCCCCC2=NCCC1